[Cl-].CC1=C(C[N+](C)(C)C)C=CC=C1 (2-methylbenzyl)trimethylammonium chloride